O1CCOC2=C1C=CC(=C2)N2N=CC1=C2N=CNC1=O 1-(2,3-dihydro-1,4-benzodioxin-6-yl)-5H-pyrazolo[3,4-d]Pyrimidin-4-one